ClC1=CC=CC(=N1)N1N=C(C2=CC=CC=C12)I 1-(6-chloropyridin-2-yl)-3-iodo-1H-indazole